7-chloro-2-[[4-(4-pyridyl)piperazin-1-yl]methyl]-1H-indole ClC=1C=CC=C2C=C(NC12)CN1CCN(CC1)C1=CC=NC=C1